2-methoxy-4-[2-hydroxymethyl-6-(3,5,7-trihydroxy-4-oxo-2,3-dihydro-4H-chromen-2-yl)-2,3-dihydro-1,4-benzodioxin-3-yl]phenolate COC1=C(C=CC(=C1)C1OC2=C(OC1CO)C=CC(=C2)C2OC1=CC(=CC(=C1C(C2O)=O)O)O)[O-]